(5S,8S)-N-(2,4-difluoro-benzyl)-5-fluoro-8-hydroxy-5,6,7,8-tetrahydroquinoline-5-carboxamide FC1=C(CNC(=O)[C@]2(C=3C=CC=NC3[C@H](CC2)O)F)C=CC(=C1)F